2-(4-((7-methoxy-1,8-naphthyridin-4-yl)oxy)phenyl)-N-((tetrahydro-2H-pyran-2-yl)oxy)acetamide COC1=CC=C2C(=CC=NC2=N1)OC1=CC=C(C=C1)CC(=O)NOC1OCCCC1